N-((R)-1-(4-(4-isopropyl-5-(8-methyl-[1,2,4]triazolo[1,5-a]pyridin-6-yl)-1H-pyrazol-3-yl)phenyl)ethyl)-3-methylbutan-2-amine C(C)(C)C=1C(=NNC1C=1C=C(C=2N(C1)N=CN2)C)C2=CC=C(C=C2)[C@@H](C)NC(C)C(C)C